4-(6-((R)-2-(2-isopropylphenyl)-4-((7-methoxy-2-methylbenzofuran-5-yl)methyl)piperazin-1-yl)-2-azaspiro[3.3]heptan-2-yl)benzamide C(C)(C)C1=C(C=CC=C1)[C@H]1N(CCN(C1)CC=1C=C(C2=C(C=C(O2)C)C1)OC)C1CC2(CN(C2)C2=CC=C(C(=O)N)C=C2)C1